4-(2,3-difluorobenzyl)-1-(2-(pyrimidin-4-yl)nicotinoyl)piperidine FC1=C(CC2CCN(CC2)C(C2=C(N=CC=C2)C2=NC=NC=C2)=O)C=CC=C1F